C(C)(C)(C)OC(\C(=C/C(=O)OC(C)(C)C)\N1CCN(CC1)CCCl)=O 2-(4-(2-chloroethyl)piperazin-1-yl)maleic acid di-tert-butyl ester